FC=1C=C(C(=NC1)OC)S(=O)(=O)NC1=NC(=C(C=C1)F)COC=1C=C2C(=NC1)NN=C2C 5-fluoro-N-[5-fluoro-6-[([3-methyl-1H-pyrazolo[3,4-b]pyridin-5-yl]oxy)methyl]pyridine-2-yl]-2-methoxypyridine-3-sulfonamide